ClC1=C(C(=O)N2COC3=C(C2)C=CC=C3C3=CC(=C(C(=O)O)C=C3F)N3C2COCC3CC2)C(=CC(=C1)N1CC2(C1)C[C@H]([C@@H]2C)OC)Cl |o1:42,43| 4-[3-[2,6-dichloro-4-[rel-(6R,7R)-6-methoxy-7-methyl-2-azaspiro[3.3]heptan-2-yl]benzoyl]-2,4-dihydro-1,3-benzoxazin-8-yl]-5-fluoro-2-(3-oxa-8-azabicyclo[3.2.1]octan-8-yl)benzoic acid